8-(Trifluoromethyl)-1,4-dioxaspiro[4.5]decan-8-ol FC(C1(CCC2(OCCO2)CC1)O)(F)F